CO[C@@H](CN(CC[C@H](C(=O)O)NC1=NC(=CN=C1)C1=CC=CC=C1)CCCCC1=NC=2NCCCC2C=C1)C (R)-4-(((R)-2-methoxypropyl)(4-(5,6,7,8-tetrahydro-1,8-naphthyridin-2-yl)butyl)amino)-2-((6-phenylpyrazin-2-yl)amino)butanoic acid